ClC=1C(=NC(=NC1)N1[C@@H](CN[C@H](C1)C)C)NC1=CC=2C3=C(C(N(C2C=C1)C)=O)OCC([C@@H](N3)C3CC3)(F)F (S)-10-((5-chloro-2-((2R,5S)-2,5-dimethylpiperazin-1-yl)pyrimidin-4-yl)amino)-2-cyclopropyl-3,3-difluoro-7-methyl-1,2,3,4-tetrahydro-[1,4]oxazepino[2,3-c]quinolin-6(7H)-one